methyl 5-((2-fluorobenzyl)oxy)-2-methyl-2H-indazole-3-carboxylate FC1=C(COC2=CC3=C(N(N=C3C=C2)C)C(=O)OC)C=CC=C1